C(C)(C)(C)N(C(O)=O)C1CCC(CC1)OC1C(N(C(C1(C)C)=O)CC1=CC=CC=C1)=O.NC1CCC(CC1)OC1C(C(N(C1=O)CC1=CC=CC=C1)=O)(C)C 4-(((1s,4s)-4-Aminocyclohexyl)oxy)-1-benzyl-3,3-dimethylpyrrolidine-2,5-dione Tert-butyl-((1s,4s)-4-((1-benzyl-4,4-dimethyl-2,5-dioxopyrrolidin-3-yl)oxy)cyclohexyl)carbamate